OC1(CCOC2=CC=C(C=C12)C1(CC1)C(=O)O)OC 1-(4-hydroxy-4-methoxychroman-6-yl)cyclopropanecarboxylic acid